N-(3-chlorophenyl)-D-alaninamide ClC=1C=C(C=CC1)NC([C@H](N)C)=O